(R)-N,N-diethyl-4-((3-(4-(3-isopropyl-1,2,4-oxadiazol-5-yl)piperazine-1-carbonyl)piperidin-1-yl)sulfonyl)benzamide C(C)N(C(C1=CC=C(C=C1)S(=O)(=O)N1C[C@@H](CCC1)C(=O)N1CCN(CC1)C1=NC(=NO1)C(C)C)=O)CC